3-amino-5-ethoxypicolinic acid methyl ester COC(C1=NC=C(C=C1N)OCC)=O